2-(3-bromo-5-hydroxy-benzylideneamino)-3-(4-hydroxy-phenyl)propanoic acid BrC=1C=C(C=NC(C(=O)O)CC2=CC=C(C=C2)O)C=C(C1)O